The molecule is a 2-oxo monocarboxylic acid that is pyruvic acid substituted at position 3 by a 4-hydroxycyclohex-2-en-1-yl group It is a 2-oxo monocarboxylic acid and a secondary alcohol. It derives from a pyruvic acid. It is a conjugate acid of a tetrahydro-4-hydroxyphenylpyruvate. C1CC(C=CC1CC(=O)C(=O)O)O